CS(=O)(=O)C1=C(C=CC=C1)CC(=O)NC1=NNC(=C1)[C@H]1C[C@@H](CC1)CCCNC([O-])=O (1S,3R)-3-[3-({[2-(methylsulfonyl)phenyl]-acetyl}amino)-1H-pyrazol-5-yl]cyclopentylpropylcarbamate